C(C)(C)(C)OC(=O)N[C@@H](C(C1=CN(C2=CC=CC=C12)C)(C)C)C(=O)N Nα-(tert-butoxycarbonyl)-β,β,1-trimethyl-L-tryptophanamide